CC(C)(C)OC(=O)N1[C@@H]2CCC[C@H]1CC(=O)C2 N-boc-9-azabicyclo[3.3.1]nonan-3-one